FC1=C(C=C(C=C1)F)[C@@H]1N(CC(C1)=O)C1=NC=2N(C=C1)N=C(C2NC(=S)N[C@H]2[C@@H](C2)O)F 1-(5-((R)-2-(2,5-difluorophenyl)-4-oxopyrrolidin-1-yl)-2-fluoropyrazolo[1,5-a]pyrimidin-3-yl)-3-((1R,2R)-2-hydroxycyclopropyl)thiourea